Tert-butyl (R)-(2-(4-(5-(difluoromethyl)-1,3,4-oxadiazole-2-yl)-2-oxopyridine-1(2H)-yl)-1-phenylethyl)carbamate FC(C1=NN=C(O1)C1=CC(N(C=C1)C[C@@H](C1=CC=CC=C1)NC(OC(C)(C)C)=O)=O)F